3-HYDROXYISOXAZOLE-5-CARBOXYLIC ACID OC1=NOC(=C1)C(=O)O